C[S@](=O)CCO (S)-2-(methylsulfinyl)-ethanol